C(C)S(=O)(=O)NC1=CC(=C(OC=2C=C(OCCOC3CCN(CC3)C=3C=CC(=NC3)C(=O)OC)C=CC2)C=C1)C=1C2=C(C(N(C1)C)=O)N(C=C2)S(=O)(=O)C2=CC=C(C=C2)C methyl 5-[4-[2-[3-[4-(ethylsulfonylamino)-2-[6-methyl-7-oxo-1-(p-tolylsulfonyl)pyrrolo[2,3-c]pyridin-4-yl]phenoxy]phenoxy]ethoxy]-1-piperidyl]pyridine-2-carboxylate